C(CC)N1C=C(C2=CC=CC=C12)C=O 1-propyl-1H-indole-3-carbaldehyde